Methyl 4-(7-fluoro-2-hydroxy-4-isopropylquinolin-6-yl)-1-methyl-1H-imidazole-2-carboxylate FC1=C(C=C2C(=CC(=NC2=C1)O)C(C)C)C=1N=C(N(C1)C)C(=O)OC